N-(N-benzoyl-L-phenylalanyl)-L-phenylalaninol C(C1=CC=CC=C1)(=O)N[C@@H](CC1=CC=CC=C1)C(=O)N[C@@H](CC1=CC=CC=C1)CO